1-sulfoheptyl-4-vinylimidazole tetrafluoroborate F[B-](F)(F)F.S(=O)(=O)(O)C(CCCCCC)C=1NC=C(N1)C=C